2-bromo-5-(difluoromethyl)-1,3,4-oxadiazole BrC=1OC(=NN1)C(F)F